(1S,2S)-N-(1-ethyl-2-(5-fluoro-2-methoxypyridin-3-yl)-1H-pyrrolo[2,3-c]pyridin-5-yl)-2-fluorocyclopropane-1-carboxamide C(C)N1C(=CC=2C1=CN=C(C2)NC(=O)[C@H]2[C@H](C2)F)C=2C(=NC=C(C2)F)OC